3,4-difluorothiophene FC1=CSC=C1F